ClC=1C=C2CCC(C2=CC1)NC(C1=CC=C(C=C1)CS(=O)(=O)C)=O N-(5-chloroindan-1-yl)-4-(methylsulfonylmethyl)benzamide